(1R,3R)-2-(cyclopropylmethyl)-1-[2,6-difluoro-4-[2-[3-(fluoromethyl)azetidin-1-yl]ethoxy]phenyl]-3-methyl-1,3,4,9-tetrahydropyrido[3,4-b]indole C1(CC1)CN1[C@@H](C=2NC3=CC=CC=C3C2C[C@H]1C)C1=C(C=C(C=C1F)OCCN1CC(C1)CF)F